L-alanine octyl ester hydrochloride Cl.C(CCCCCCC)OC([C@@H](N)C)=O